pyrrolidinopropionate N1(CCCC1)C(C(=O)[O-])C